[4-(3,3-dimethylbut-1-ynyl)-1-(2-trimethylsilylethoxymethyl)imidazol-2-yl]chroman-6-ol CC(C#CC=1N=C(N(C1)COCC[Si](C)(C)C)C1OC2=CC=C(C=C2CC1)O)(C)C